O[C@H]1[C@@H](O[C@]([C@H]1O)(CO[Si](C(C)C)(C(C)C)C(C)C)CO)N1C(NC(C(=C1)C)=O)=O 1-[(2R,3R,4S,5S)-3,4-dihydroxy-5-(hydroxymethyl)-5-(triisopropylsiloxymethyl)-tetrahydrofuran-2-yl]-5-methyl-pyrimidine-2,4-dione